NC1=C(C=NN1CC)S(=O)(=O)NC=1C=CC(=C2C(=CNC12)C#N)C 5-Amino-N-(3-cyano-4-methyl-1H-indol-7-yl)-1-ethyl-pyrazol-4-sulfonamid